5-fluoro-1,2-dihydro-2-oxo-4-pyrimidinecarbamate FC=1C(=NC(NC1)=O)NC(=O)[O-]